Lauroylaceton C(CCCCCCCCCCC)(=O)CC(C)=O